C(C)C1=C(C=C(C(=O)O)C=C1)S(NC1=C(C=CC(=C1)C1=CN=NC=C1)N1CCCCC1)(=O)=O 4-Ethyl-3-(N-(2-(piperidin-1-yl)-5-(pyridazin-4-yl)phenyl)sulfamoyl)benzoic acid